4-(5-(3-ethyl-4-(2-(piperidin-4-yl)ethoxy)phenyl)-8-oxo-6-thioxo-5,7-diazaspiro[3.4]oct-7-yl)-2-(trifluoromethyl)benzonitrile hydrochloride Cl.C(C)C=1C=C(C=CC1OCCC1CCNCC1)N1C2(CCC2)C(N(C1=S)C1=CC(=C(C#N)C=C1)C(F)(F)F)=O